C(C)OC1=C(C=CC=C1)C(C)N1CCNCC1 1-(1-(2-ethoxyphenyl)ethyl)piperazine